triazolo[1,5-a]quinazolin-7-ol N1=NC=C2N1C1=CC=C(C=C1C=N2)O